C(=C)(C)C1=CC=C(C=C1)C(C=O)=O 1-(4-isopropenylphenyl)ethan-1,2-dione